NC1=NC=CC(=N1)C=1C2=C(C(=NC1)NCC=1C=C(C(=O)NCCCOC)C=C(C1)F)CCO2 3-(((7-(2-Aminopyrimidin-4-yl)-2,3-dihydrofuro[3,2-c]pyridin-4-yl)amino)methyl)-5-fluoro-N-(3-methoxypropyl)benzamid